N-(4,4-difluorotetrahydrofuran-3-yl)-5-((2-hydroxypyridin-3-yl)methoxy)-2-methylbenzofuran-3-carboxamide FC1(C(COC1)NC(=O)C1=C(OC2=C1C=C(C=C2)OCC=2C(=NC=CC2)O)C)F